C(C)N1N=C(C(=C1)F)S(=O)(N)=NC(NC1=C2C(=NC3=C1CCC3)[C@H](CC2)C)=O 1-Ethyl-4-fluoro-N'-(((S)-3-methyl-1,2,3,5,6,7-hexahydrodicyclopenta[b,e]pyridin-8-yl)carbamoyl)-1H-pyrazole-3-sulfonimidamide